(3R)-4-[4-bromo-3-fluoro-2-(methoxycarbonyl)phenyl]-3-ethylpiperazine-1-carboxylic acid tert-butyl ester C(C)(C)(C)OC(=O)N1C[C@H](N(CC1)C1=C(C(=C(C=C1)Br)F)C(=O)OC)CC